N1CCS(CC1)C[C@H]1C[C@@H](NC1)CONC(=O)[C@H]1N2C(N([C@H](CC1)C2)OS(=O)(=O)O)=O (2S,5R)-N-{[(2R,4S)-4-(Thiomorpholin-1-ylmethyl)-pyrrolidin-2-yl]methyloxy}-7-oxo-6-(sulfooxy)-1,6-diazabicyclo[3.2.1]octane-2-carboxamide